CC1=CN2[C@H]3C[C@@H]([C@H](O3)COP(=O)(O[C@H]4C[C@H](N5[C@@H](C1=NC2=O)[C@@](C(=O)NC5=O)(C)O)O[C@@H]4CO)O)O The molecule is a single-stranded DNA oligonucleotide consisting of two thymidine molecules linked (3'->5') and also with a C6-C4 bond. It results from irradiation at 254 nm of normal dTpT (PDB entry: 1EHL).